2,2,2-trifluoroethyl 2-oxo-2-[[4-(trifluoromethyl)phenyl]methyl-[[6-(trifluoromethyl)-3-pyridyl]methyl]amino]acetate 2,2,2-trifluoroethyl-2-chloro-2-oxo-acetate FC(COC(C(=O)Cl)=O)(F)F.O=C(C(=O)OCC(F)(F)F)N(CC=1C=NC(=CC1)C(F)(F)F)CC1=CC=C(C=C1)C(F)(F)F